lithium 6-(imidazo[1,2-a]pyridine-3-carbonyl)-7-methyl-4,5,6,7-tetrahydrothieno[2,3-c]pyridine-3-carboxylate N=1C=C(N2C1C=CC=C2)C(=O)N2C(C1=C(CC2)C(=CS1)C(=O)[O-])C.[Li+]